4-methyl-1,2,3-thiadiazole-5-carbohydrazide CC=1N=NSC1C(=O)NN